N[C@@H]1CN(CCC1)C1=C(C=NC(=C1)NC1=NC(=NC=C1)C1=C(C=CC=C1OC)F)C=1C=NC(=CC1)NC(=O)NCC (S)-1-(4'-(3-aminopiperidin-1-yl)-6'-((2-(2-fluoro-6-methoxyphenyl)pyrimidin-4-yl)amino)-[3,3'-bipyridin]-6-yl)-3-ethylurea